O=C([C@H](O)[C@@H](O)[C@H](O)[C@H](O)CO)[O-].[Cu+2].OC(C)C=1NC2=C(N1)C=CC=C2.O=C([C@H](O)[C@@H](O)[C@H](O)[C@H](O)CO)[O-] 2-(alpha-hydroxyethyl)benzimidazole copper (II) Gluconate